CN1C(=NC=C1)C(=O)C1=CC=CC=C1 (1-methyl-1H-imidazol-2-yl)(phenyl)methanone